1,3-difluoro-2-(prop-1-en-2-yl)benzene FC1=C(C(=CC=C1)F)C(=C)C